C(C)(C)(C)OC(=O)N1CCC(CC1)CCOC1=C(C=C(C=C1)[N+](=O)[O-])C(=C)C 4-(2-(4-Nitro-2-(prop-1-en-2-yl)phenoxy)ethyl)piperidine-1-carboxylic acid tert-butyl ester